[(2R,3S,4R)-3,4,5-triacetoxy-2-[2-[2-(2-triisopropylsilyloxyethoxy)-ethoxy]-ethoxymethyl]tetrahydrofuran-2-yl]methyl acetate C(C)(=O)OC[C@]1(OC([C@@H]([C@@H]1OC(C)=O)OC(C)=O)OC(C)=O)COCCOCCOCCO[Si](C(C)C)(C(C)C)C(C)C